4-((5-Chloro-1-(2-methylbenzyl)-1H-indol-3-yl)(hydroxy)methyl)-3-methylenedihydrofuran-2(3H)-one ClC=1C=C2C(=CN(C2=CC1)CC1=C(C=CC=C1)C)C(C1C(C(OC1)=O)=C)O